2-(4-(4-isopropyl-piperazin-1-yl)-phenyl)-1H-indol-4-carboxamide C(C)(C)N1CCN(CC1)C1=CC=C(C=C1)C=1NC=2C=CC=C(C2C1)C(=O)N